BrC=1C=CC=C2C=CC=C(C12)C1=CC=C(C(=O)NC(C)C2=CC=CC=C2)C=C1 4-(8-bromonaphthalen-1-yl)-N-(1-phenylethyl)benzamide